Triphenylcarbenium tetrakis(tetrafluorophenyl)borate FC=1C(=C(C(=C(C1)[B-](C1=C(C(=C(C(=C1)F)F)F)F)(C1=C(C(=C(C(=C1)F)F)F)F)C1=C(C(=C(C(=C1)F)F)F)F)F)F)F.C1(=CC=CC=C1)[C+](C1=CC=CC=C1)C1=CC=CC=C1